OC=1C=C(CNC(C=C)=S)C=C(C1O)O N-(3,4,5-TRIHYDROXY-BENZYL)-THIOACRYLAMIDE